N-(((2S,5R)-5-aminotetrahydro-2H-Pyran-2-yl)methyl)sulfonamide hydrochloride Cl.N[C@@H]1CC[C@H](OC1)CNS(=O)=O